5-(4-chlorophenyl)-4-methyl-2-(4-(2,2,2-trifluoroethoxy)phenyl)-1H-imidazole ClC1=CC=C(C=C1)C1=C(N=C(N1)C1=CC=C(C=C1)OCC(F)(F)F)C